C(C)[N+]1=C(C=CC=C1)C=CC=CC1=CC=C(C=C1)N(C)C 1-ethyl-2-[4-(p-dimethylaminophenyl)-1,3-butadienyl]-pyridinium